(S)-2,4,5-trifluoro-N-(3-(1-((4-fluorophenyl)amino)-1-oxopropan-2-yl)bicyclo[1.1.1]pentan-1-yl)benzamide FC1=C(C(=O)NC23CC(C2)(C3)[C@@H](C(=O)NC3=CC=C(C=C3)F)C)C=C(C(=C1)F)F